beta-fluoro-5alpha-hydroxy-6beta-[2-(1H-imidazol-4-yl)ethylamino]cholestan FC(CN[C@@H]1C[C@H]2[C@@H]3CC[C@H]([C@@H](CCCC(C)C)C)[C@]3(CC[C@@H]2[C@]2(CCCC[C@]12O)C)C)C=1N=CNC1